4-fluoro-2-(1-methyl-1H-pyrazol-4-yl)pyridine FC1=CC(=NC=C1)C=1C=NN(C1)C